NC1=CC=C(C=C1)N1CCC(CC1)CCO 2-(1-(4-aminophenyl)piperidin-4-yl)ethane-1-ol